S1C=NC2=C1C(=CC=C2)C2=CC(=C(CNC(=O)NC=1N=C(SC1)C#C)C=C2)C#N 1-(4-(benzo[d]thiazol-7-yl)-2-cyanobenzyl)-3-(2-ethynylthiazol-4-yl)urea